3-bromo-N-(2-fluorophenyl)-2-oxo-4-phenyl-3-pyrrolidinecarboxamide BrC1(C(NCC1C1=CC=CC=C1)=O)C(=O)NC1=C(C=CC=C1)F